C(#C)C1=CC=C(C=C1)B(O)O 4-ethynylphenylboronic Acid